3-((4,4-bis(((Z)-oct-5-en-1-yl)oxy)butanoyl)oxy)-2-(hydroxymethyl)propyl (9Z,12Z)-heptadeca-9,12-dienoate C(CCCCCCC\C=C/C\C=C/CCCC)(=O)OCC(COC(CCC(OCCCC\C=C/CC)OCCCC\C=C/CC)=O)CO